3-methylbutanoic acid 9H-fluoren-9-ylmethyl ester C1=CC=CC=2C3=CC=CC=C3C(C12)COC(CC(C)C)=O